1-(3-cyano-4-isopropoxy-phenyl)-imidazole-4-carboxylic acid C(#N)C=1C=C(C=CC1OC(C)C)N1C=NC(=C1)C(=O)O